C(#N)C=1C=C(C=CC1)C=1N=C2N(N=C(C=C2)C(=O)N[C@H](C(C)(C)O)C)C1C1=CC(=NC(=C1)C)CO 2-(3-cyanophenyl)-N-[(1S)-2-hydroxy-1,2-dimethyl-propyl]-3-[2-(hydroxymethyl)-6-methyl-4-pyridyl]imidazo[1,2-b]pyridazine-6-carboxamide